CC1=CC=CC(=N1)C1=NNC=C1C=1N=C2C=C(C=NC2=CC1)C=1C=NC(=NC1)O 5-[6-[3-(6-methyl-2-pyridyl)-1H-pyrazol-4-yl]-1,5-naphthyridin-3-yl]pyrimidin-2-ol